FC(C(=C(F)F)F)(F)F Hexa-Fluoropropen